ClC=1C(=NC=CC1C1=C(C(=CC=C1)C1=NC(=C(C=C1)C=O)OC)Cl)C=1C=CC2=C(N(CCN(C2)C(=O)OC(C)(C)C)C)C1 tert-Butyl 8-(3-chloro-4-(2-chloro-3-(5-formyl-6-methoxypyridin-2-yl)phenyl)pyridin-2-yl)-1-methyl-1,2,3,5-tetrahydro-4H-benzo[e][1,4]diazepine-4-carboxylate